COC1=CC=C(C2=C1NC(=N2)NC(=O)C=2C=NN(C2)C)C2CCOCC2 N-[7-methoxy-4-(oxan-4-yl)-1H-1,3-benzodiazol-2-yl]-1-methyl-1H-pyrazole-4-carboxamide